Cl.FC(C=1C=CC=C(C1)O)(F)F 5-(trifluoromethyl)phenol monohydrochloride